2-(1-phenyl-2-sulfopropyl)pentanedioic acid C1(=CC=CC=C1)C(C(C)S(=O)(=O)O)C(C(=O)O)CCC(=O)O